3-fluoro-3-methyl-azetidine FC1(CNC1)C